N,N-Diethyl-4-hydroxy-tryptamine C(C)N(CCC1=CNC2=CC=CC(=C12)O)CC